C(C)(C)(C)C1=CC(=NO1)NC(NC1=CC=C(C=C1)N1C=NC2=C1C=CC(=C2)OCCCCC(=O)NC2=C1CN(C(C1=CC=C2)=O)C2C(NC(CC2)=O)=O)=O 5-((1-(4-(3-(5-(tert-butyl)isoxazol-3-yl)ureido)phenyl)-1H-benzo[d]imidazol-5-yl)oxy)-N-(2-(2,6-dioxopiperidin-3-yl)-1-oxoisoindol-4-yl)pentanamide